Octa-2,5-diene CC=CCC=CCC